CC=1N=C2N(N=C(C=C2C)C=2N=C3N(C(C2)=O)C=C(S3)[C@H]3[C@H](CNCC3)F)C1 7-(2,8-Dimethylimidazo[1,2-b]pyridazin-6-yl)-2-[(3R,4R)-3-fluoro-4-piperidyl]thiazolo[3,2-a]pyrimidin-5-on